(Z)-3-methylcyclopentadecan-5-enone CC1CC(CCCCCCCCC\C=C/C1)=O